(E)-1,2-diphenyldiazene C1(=CC=CC=C1)\N=N\C1=CC=CC=C1